N-(4-(4-(6-(4,4-difluoropiperidin-1-yl)pyrazin-2-yl)-1H-1,2,3-triazol-1-yl)-3-(6-azaspiro[2.5]octan-6-yl)phenyl)methanesulfonamide FC1(CCN(CC1)C1=CN=CC(=N1)C=1N=NN(C1)C1=C(C=C(C=C1)NS(=O)(=O)C)N1CCC2(CC2)CC1)F